ClC1=NC=C(C(=N1)C=1C=C(C=CC1)C1=CC=C(C=C1)C)Cl 2,5-dichloro-4-(4'-methyl-[1,1'-biphenyl]-3-yl)pyrimidine